8-hydroxylinalool C/C(=C\CCC(C)(C=C)O)/CO